N-[(1S)-2-[[(1R)-2,2-dimethoxy-1-methyl-ethyl]amino]-1-(3-thienyl)ethyl]-2-methyl-propane-2-sulfinamide COC([C@@H](C)NC[C@H](C1=CSC=C1)NS(=O)C(C)(C)C)OC